C1(=C(C=CC=C1)C=1N=C(SC1)NC1=CC=C(C=C1)NC(N)=O)C 3-[4-(4-o-tolyl-thiazol-2-ylamino)-phenyl]-urea